C(C)(C)(C)OC(=O)N1CC2C(CC1)NC(N2C=2SC1=C(N2)C2=C(C=C1)OC1=C2C=CCC1)=O 3-(7,8-Dihydrobenzofuro[3,2-e][1,3]benzothiazol-2-yl)-2-oxooctahydro-5H-imidazo[4,5-c]pyridine-5-carboxylic acid tert-butyl ester